1-cyclopropyl-6-fluoro-7-(4-(naphthalen-1-ylmethyl)piperazin-1-yl)-4-oxo-1,4-dihydro-1,8-naphthyridine-3-carboxylic acid C1(CC1)N1C=C(C(C2=CC(=C(N=C12)N1CCN(CC1)CC1=CC=CC2=CC=CC=C12)F)=O)C(=O)O